[Zn].[Ag] Silver-Zinc